NC1=NC=CC(=N1)C=1C=C(C=C(C1)Cl)C1C2(COC2)CN1C(C=C)=O 1-(5-(3-(2-aminopyrimidin-4-yl)-5-chlorophenyl)-2-oxa-6-azaspiro[3.3]heptan-6-yl)prop-2-en-1-one